ClC=1C(=C(C(=CC1)C(F)F)C=1N=C(C(=NC1)C(=O)O)CC)F (3-chloro-6-(difluoromethyl)-2-fluorophenyl)-3-ethylpyrazine-2-carboxylic acid